FC1N(C2=CC=CC=C2C(N1C1=C(C=CC(=C1)C)F)=O)C(C)C fluoro-3-(2-fluoro-5-methylphenyl)-1-isopropyl-2,3-dihydroquinazolin-4(1H)-one